FC1=C(C(=O)N[C@H](C(=O)OC)CC=2C=CC(=C3C=CC=NC23)C=2C(N(C(=CC2C(F)(F)F)C)C)=O)C(=CC(=C1)N1[C@H](COCC1)C(F)(F)F)F methyl (S)-2-(2,6-difluoro-4-((R)-3-(trifluoromethyl) morpholino)benzamido)-3-(5-(1,6-dimethyl-2-oxo-4-(trifluoromethyl)-1,2-dihydropyridin-3-yl)quinolin-8-yl)propanoate